3-ethylaminobenzaldehyde C(C)NC=1C=C(C=O)C=CC1